N-(1-(2,6-dioxopiperidin-3-yl)-2-oxo-1,2-dihydrobenzo[cd]indol-6-yl)-8-morpholinooctylamide O=C1NC(CCC1N1C(C2=C3C(C(=CC=C13)[N-]CCCCCCCCN1CCOCC1)=CC=C2)=O)=O